2,5-dichloro-N-(1-hydroxy-3-phenylpropan-2-yl)isonicotinamide tert-butyl-3-(6-bromo-1H-benzo[d]imidazol-1-yl)piperidine-1-carboxylate C(C)(C)(C)OC(=O)N1CC(CCC1)N1C=NC2=C1C=C(C=C2)Br.ClC=2C=C(C(=O)NC(CO)CC1=CC=CC=C1)C(=CN2)Cl